C(#N)C1=CC(=C(C=C1)N1C(=C(CC=2C(NC=C(C12)C)=O)C(=O)OCCC#N)C)OC 2-cyanoethyl (4S)-(4-cyano-2-methoxyphenyl)-2,8-dimethyl-5-oxo-1,4,5,6-tetrahydro-1,6-naphthyridine-3-carboxylate